C(#N)[C@H]1[C@@H](C1)C(=O)O trans-2-cyanocyclopropane-1-carboxylic acid